C(C1=CC=CC=C1)OC1=C(C=C2C=NN(C2=C1F)C1=CC=C(C=C1)C1=CCN(CC1)C(=O)OC(C)(C)C)F tert-Butyl 4-(4-(6-(benzyloxy)-5,7-difluoro-1H-indazol-1-yl)phenyl)-5,6-dihydropyridine-1(2H)-carboxylate